N1=CC(=C2N1C=CC=C2)C2=NC(=NC=C2)C2=C(C=CC=C2N)N 4-pyrazolo[1,5-a]-pyridin-3-ylpyrimidin-2-ylbenzene-1,3-diamine